phenyl-triazolinone C1(=CC=CC=C1)N1N=NCC1=O